cyclopropyl-4-[3-[3-fluoro-5-(trifluoromethyl)phenoxy]azetidin-1-yl]-N-(1-methylpyrazol-4-yl)-2-oxo-pyridine C1(CC1)C=1C(N(C=CC1N1CC(C1)OC1=CC(=CC(=C1)C(F)(F)F)F)C=1C=NN(C1)C)=O